ClC1=CC2=CC(=CC=C2C=C1)OCOC 2-chloro-7-(methoxymethoxy)naphthalene